FC1=C2C(C(=NN(C2=CC=C1)C1=CC=C(C=C1)OC(F)(F)F)C(=O)O)=O 5-fluoro-4-oxo-1-[4-(trifluoromethoxy)phenyl]cinnoline-3-carboxylic acid